C1(CC1)C=1N=NN(C1)[C@H](C(=O)N1[C@@H](C[C@H](C1)O)C(=O)NCC(C(=O)N1CCOCC1)CC1=CC(=CC=C1)F)C(C)(C)C (2S,4R)-1-[(2S)-2-(4-cyclopropyltriazol-1-yl)-3,3-dimethyl-butanoyl]-N-[2-[(3-fluorophenyl)methyl]-3-morpholino-3-oxo-propyl]-4-hydroxy-pyrrolidine-2-carboxamide